COC1=CC2=C(NC(=N2)SCC2=NC=C(C(=C2C)OC)C)C=C1 5-methoxy-2-[[(4-methoxy-3,5-dimethyl-2-pyridyl)methyl]mercapto]-1H-benzimidazole